2-(4-nitrophenyl)-6,8-diphenylimidazo[1,2-a]pyridine [N+](=O)([O-])C1=CC=C(C=C1)C=1N=C2N(C=C(C=C2C2=CC=CC=C2)C2=CC=CC=C2)C1